Cl.Cl.NC[C@H](CC1=CC=C(C=C1)O)N(C)C (S)-4-(3-amino-2-(dimethylamino)propyl)phenol dihydrochloride